5-bromo-1-((2S,4S,5R)-4-hydroxy-5-(hydroxymethyl)-5-vinyltetrahydrofuran-2-yl)pyrimidine-2,4(1H,3H)-dione BrC=1C(NC(N(C1)[C@H]1O[C@]([C@H](C1)O)(C=C)CO)=O)=O